NC=1C2=C(N=C(N1)OCCCC)C(=C(N2)C#N)CC2=CC=C(C=C2)CN2CCN(CC2)C 4-amino-2-butoxy-7-(4-((4-methylpiperazin-1-yl)methyl)benzyl)-5H-pyrrolo[3,2-d]pyrimidine-6-carbonitrile